C1(=CC=CC=C1)NC1=CC=C(C=C1)NC1=CC=CC=C1 N-phenyl-N'-phenyl-p-phenylenediamine